Ethyl (E)-3-(1-(((Tert-butyldimethylsilyl)oxy)methyl)Cyclopropyl)Acrylate [Si](C)(C)(C(C)(C)C)OCC1(CC1)/C=C/C(=O)OCC